6,7-difluoro-2-methyl-10-oxo-4-oxa-1-azatricyclo[7.3.1.05,13]trideca-5(13),6,8,11-tetraene-11-carbaldehyde FC=1C=2OCC(N3C=C(C(C(=CC1F)C32)=O)C=O)C